tert-butyl 2-((4-(1-(2,6-dioxopiperidin-3-yl)-3-methyl-2-oxo-2,3-dihydro-1H-benzo[d]imidazol-5-yl) piperidin-1-yl)methyl)-7-azaspiro[3.5]nonane-7-carboxylate O=C1NC(CCC1N1C(N(C2=C1C=CC(=C2)C2CCN(CC2)CC2CC1(C2)CCN(CC1)C(=O)OC(C)(C)C)C)=O)=O